1-(5-(3-(2,6-dichloro-3,5-dimethoxyphenyl)-2-oxo-1-(tetrahydrofuran-3-yl)-1,2-dihydro-1,6-naphthyridin-7-yl)pyridin-2-yl)cyclobutane-1-carbonitrile ClC1=C(C(=C(C=C1OC)OC)Cl)C=1C(N(C2=CC(=NC=C2C1)C=1C=CC(=NC1)C1(CCC1)C#N)C1COCC1)=O